8-(2-azabicyclo[2.1.1]hexan-2-yl)-7-(3-methyl-1-((2-(trimethylsilyl)ethoxy)methyl)-1H-pyrazol-4-yl)-N-(tetrahydro-2H-pyran-4-yl)-[1,2,4]triazolo[1,5-a]pyridin-2-amine C12N(CC(C1)C2)C=2C=1N(C=CC2C=2C(=NN(C2)COCC[Si](C)(C)C)C)N=C(N1)NC1CCOCC1